COC1CN(CC1)CC1=CC(=NC=C1)NC=1SC2=C(N1)C=CC(=C2)C=2C=NNC2C N-(4-((3-methoxypyrrolidin-1-yl)methyl)pyridin-2-yl)-6-(5-methyl-1H-pyrazol-4-yl)benzo[d]thiazol-2-amine